Cl.COC1=C(C=NC=C1)B(O)O 4-methoxy-3-pyridineboronic acid, hydrochloride